4-(hydroxy(1-methyl-1H-indol-5-yl)methyl)-6-methyl-7-oxo-1-tosyl-6,7-dihydro-1H-pyrrolo[2,3-c]pyridin-2-carboxylic acid OC(C=1C2=C(C(N(C1)C)=O)N(C(=C2)C(=O)O)S(=O)(=O)C2=CC=C(C)C=C2)C=2C=C1C=CN(C1=CC2)C